CC=CCCCC methyl-1-hexene